C(C)OP(OCC)(=O)CC(SC)N diethyl-(2-amino-2-methylthioethyl)phosphonic acid